CN1C=NC=C1C1=NSC(=N1)C(=O)NC1CCC(CC1)NCC(F)(F)F 3-(1-methyl-1H-imidazol-5-yl)-N-((1r,4r)-4-((2,2,2-trifluoroethyl)amino)cyclohexyl)-1,2,4-thiadiazole-5-carboxamide